7-(1H-pyrazol-3-yl)-N4-(pyrrolidin-3-yl)quinoline-2,4-diamine N1N=C(C=C1)C1=CC=C2C(=CC(=NC2=C1)N)NC1CNCC1